N-(2-(1H-pyrazol-5-yl)ethyl)-8-fluoro-7-(8-fluoronaphthalen-1-yl)-2-((tetrahydro-1H-pyrrolizin-7a(5H)-yl)methoxy)pyrido[4,3-d]pyrimidin-4-amine N1N=CC=C1CCNC=1C2=C(N=C(N1)OCC13CCCN3CCC1)C(=C(N=C2)C2=CC=CC1=CC=CC(=C21)F)F